Tert-butyl 5-(3-cyano-6-(2-hydroxy-2-methylpropoxy)pyrazolo[1,5-a]pyridin-4-yl)-3',6'-dihydro-[2,4'-bipyridine]-1'(2'H)-carboxylate C(#N)C=1C=NN2C1C(=CC(=C2)OCC(C)(C)O)C=2C=CC(=NC2)C=2CCN(CC2)C(=O)OC(C)(C)C